2-(2-(2,2-dimethylmorpholino)quinazolin-6-yl)spiro[3.3]heptane-2,6-diamine CC1(OCCN(C1)C1=NC2=CC=C(C=C2C=N1)C1(CC2(C1)CC(C2)N)N)C